3-[5-[4-[[4-[(2R)-2-aminopropoxy]cyclohexyl]methyl]piperazin-1-yl]-4-fluoro-3-methyl-2-oxo-benzimidazol-1-yl]piperidine-2,6-dione N[C@@H](COC1CCC(CC1)CN1CCN(CC1)C1=C(C2=C(N(C(N2C)=O)C2C(NC(CC2)=O)=O)C=C1)F)C